C(C)(C)(C)C=1C=C(C=C(C1O)C(C)(C)C)C(CC(=O)C1=CC=CC=C1)C=1SC=CC1 3-(3,5-di-tert-butyl-4-hydroxyphenyl)-1-phenyl-3-(thiophen-2-yl)propan-1-one